(4aS,6R,8aS)-4a,5,9,10,11,12-hexahydro-3-methoxy-l-1-methyl-6H-benzofuro[3a,3,2-ef][2]benzazepin-6-ol COC=1C=C(C2=C3[C@@]4(CCNC2)[C@@H](OC13)C[C@H](C=C4)O)C